COC=1C=2N(C=C(C1)C=1C=NN(C1C)[C@H]1CNCC1)N=CC2C#N 4-Methoxy-6-[5-methyl-1-[(3R)-pyrrolidin-3-yl]pyrazol-4-yl]pyrazolo[1,5-a]pyridine-3-carbonitrile